N-[3-(4-benzoylbenzamido)propyl]methacryl-amide C(C1=CC=CC=C1)(=O)C1=CC=C(C(=O)NCCCNC(C(=C)C)=O)C=C1